(+/-)-cis-N-(3-((2-chloro-6-phenylpyrimidin-4-yl)amino)cyclohexyl)-1H-1,2,3-triazole-4-carboxamide ClC1=NC(=CC(=N1)N[C@H]1C[C@H](CCC1)NC(=O)C=1N=NNC1)C1=CC=CC=C1 |r|